N1CN=CC=2C1=C[N]CC2 dihydro-6H-7λ2-pyrido[3,4-d]pyrimidine